N[C@@H]1C2=CC=CC=C2CC12CCN(CC2)C2=CC(=CC(=N2)NC)C(=C)C2=NNC=C2 (S)-6-(1-amino-1,3-dihydrospiro[indene-2,4'-piperidine]-1'-yl)-3-(1-(2-(methylamino)pyridin-4-yl)vinyl)-1H-pyrazole